(E)-isobutylterephthalamide C(C(C)C)C1=C(C(=O)N)C=CC(=C1)C(=O)N